BrC1=CC=C(C=C1)N1CC(CS(C2=C1C=C(C(=C2)O\C=C/C(=O)OCC)SC)(=O)=O)(CCCC)CCCC ethyl (Z)-3-((5-(4-bromophenyl)-3,3-dibutyl-7-(methylthio)-1,1-dioxido-2,3,4,5-tetrahydro-1,5-benzothiazepin-8-yl)oxy)acrylate